NC([C@H](CCC(=O)OC(C)(C)C)N1C(C2=CC(=CC=C2C1)O)=O)=O tert-butyl (S)-5-amino-4-(6-hydroxy-1-oxoisoindolin-2-yl)-5-oxopentanoate